C1=CC=C2C=C(C=CC2=C1)CO The molecule is a naphthylmethanol that is methanol in which one of the methyl hydrogens has been replaced by a (2-naphthyl) group. It has a role as a xenobiotic metabolite and a mouse metabolite.